CC1=C(C(=C(C(=C1CC1=CC(=C(C(=C1)C(C)(C)C)O)C(C)(C)C)C)CC1=CC(=C(C(=C1)C(C)(C)C)O)C(C)(C)C)C)CC1=CC(=C(C(=C1)C(C)(C)C)O)C(C)(C)C 1,3,5-trimethyl-2,4,6-tris-{3,5-di-tert-butyl-4-hydroxybenzyl}-benzene